NC(=O)C1=CC=CC2=CN(N=C12)C1=CC=C(C(=O)NCC[NH+]2CCOCC2)C=C1 4-[2-({4-[7-(aminocarbonyl)-2H-indazol-2-yl]benzoyl}amino)ethyl]morpholin-4-ium